C(C)(C)(C)OC(C1=C(C(=CC(=C1)C)N1N=C(N(C1=O)CC)COCC1=CC=CC=C1)Br)=O (3-((benzyloxy)methyl)-4-ethyl-5-oxo-4,5-dihydro-1H-1,2,4-triazol-1-yl)-2-bromo-5-methylbenzoic acid tert-butyl ester